ClC1=C(C=CC=2C3=C(NC12)CCN([C@@H]3C)C(=O)C3=NC=CC(=N3)OCCN(C)C)Cl (R)-(6,7-dichloro-1-methyl-1,3,4,5-tetrahydro-2H-pyrido[4,3-b]indol-2-yl)(4-(2-(dimethylamino)ethoxy)pyrimidin-2-yl)methanone